C1(=CC=CC=C1)SSC1=CC=CC=C1 Diphenyl Disulfide